[2-chloro-5-(trifluoromethyl)phenyl]boronic acid ClC1=C(C=C(C=C1)C(F)(F)F)B(O)O